ClC1=C(C(=CC=C1)Cl)C=1C(C2=C(N=C(N=C2)NC2=CC=C3C4(CN(CC3=C2)C)CC4)N(C1)CC)=O 6-(2,6-dichlorophenyl)-8-ethyl-2-[(2'-methyl-2',3'-dihydro-1'H-spiro[cyclopropane-1,4'-isoquinolin]-7'-yl)amino]pyrido[2,3-d]pyrimidin-5(8H)-one